isopropyl (R)-2-amino-2-(4-(4-fluoro-1H-pyrazol-1-yl)phenyl)-4,4-dimethylpentanoate N[C@](C(=O)OC(C)C)(CC(C)(C)C)C1=CC=C(C=C1)N1N=CC(=C1)F